BrC1=C(C(=C(C=C1)N1C(=CC=C1)C(=O)OC)[N+](=O)[O-])F methyl 1-(4-bromo-3-fluoro-2-nitrophenyl)pyrrole-2-carboxylate